IC1=CC(=C(C(=O)NC=2C=C3C=CC=NC3=C(N2)C2CCN(CC2)CC(F)(F)F)C=C1)N1CCC2(CC2)CC1 4-iodo-2-(6-azaspiro[2.5]octane-6-yl)-N-(8-(1-(2,2,2-trifluoroethyl)piperidin-4-yl)-1,7-naphthyridin-6-yl)benzamide